(S)-3-((S)-2-amino-4-((2,6-dimethylpyridin-4-yl)oxy)-3-oxobutyl)pyrrolidin-2-one N[C@@H](C[C@H]1C(NCC1)=O)C(COC1=CC(=NC(=C1)C)C)=O